N-(2-{2,7-diazaspiro[4.4]nonan-2-yl}-2-oxoethyl)-3-(trifluoromethyl)benzamide hydrochloride Cl.C1N(CCC12CNCC2)C(CNC(C2=CC(=CC=C2)C(F)(F)F)=O)=O